ClC1=C(C=CC(=C1)[N+](=O)[O-])N1CCC2(CC(C2)N(C)C)CC1 7-(2-chloro-4-nitrophenyl)-N,N-dimethyl-7-azaspiro[3.5]nonane-2-amine